C(C)(C)(C)OC(=O)N[C@H]1CN(CCC1)CC=1C=C(C=C(C1)N1C=NC(=C1)C)NC(OCC(Cl)(Cl)Cl)=O 2,2,2-trichloroethyl N-(3-{[(3R)-3-{[(tert-butoxy)carbonyl]amino}piperidin-1-yl]methyl}-5-(4-methyl-1H-imidazol-1-yl)phenyl)carbamate